FC1=CC=C(C=C1)C1SCC(N1C1=C(C=C(C(=O)OC(COC)COC)C=C1)C)=O 1,3-Dimethoxy-2-propanyl 4-[2-(4-fluorophenyl)-4-oxo-1,3-thiazolidin-3-yl]-3-methylbenzoate